FC(C=1N=CC=2N(C1)C(=CN2)C2=NC=CC(=N2)N2CC(CC2)NC(C)=O)(F)F N-(1-(2-(6-(Trifluoromethyl)imidazo[1,2-a]pyrazin-3-yl)pyrimidin-4-yl)pyrrolidin-3-yl)acetamide